N[C@H]1CN(C[C@@H](C1)F)C(=O)C=1C=CC=2N(C1)N=C(C2C)C=2N(C1=CC(=CC=C1C2)N2CCC(CC2)N2C(OCC2)=O)CC2CC2 3-[1-(2-{6-[(3r,5r)-3-amino-5-fluoropiperidine-1-carbonyl]-3-methylpyrazolo[1,5-a]pyridin-2-yl}-1-(cyclopropylmethyl)-1H-indol-6-yl)piperidin-4-yl]-1,3-oxazolidin-2-one